tert-butyl N-[5-(2-methanesulfonyl-6-methylpyrimidin-4-yl)-1,3-thiazol-2-yl]-N-{[2-(trimethylsilyl)ethoxy]methyl}carbamate CS(=O)(=O)C1=NC(=CC(=N1)C1=CN=C(S1)N(C(OC(C)(C)C)=O)COCC[Si](C)(C)C)C